4-(6-morpholinopyridin-3-yl)isoindolin-1-one O1CCN(CC1)C1=CC=C(C=N1)C1=C2CNC(C2=CC=C1)=O